ClC1=C(C=CC=C1)CC(=O)NC1=CC(=C(C=C1)OC1=NC=CC=C1)S(N)(=O)=O 2-(2-chlorophenyl)-N-[4-(pyridin-2-yloxy)-3-sulfamoylphenyl]acetamide